ClC1=C(C=C2C(=NC=NC2=C1)N1C[C@@H](N(CC1)C(C=C)=O)CO)C1=CC=C(C=C1)Cl (R)-1-(4-(7-chloro-6-(4-chlorophenyl)quinazolin-4-yl)-2-(hydroxymethyl)piperazin-1-yl)prop-2-en-1-one